Ethyl (E)-3-(1-(Azidomethyl)Cyclopropyl)Acrylate N(=[N+]=[N-])CC1(CC1)/C=C/C(=O)OCC